NC1=NC=C2N(C(N(C2=N1)[C@@H]1O[C@@H]([C@@H]([C@H]1O)F)[C@H](CC)O)=O)C[C@H](C)O 2-amino-9-((2r,3s,4r,5r)-4-fluoro-3-hydroxy-5-((S)-1-hydroxypropyl)tetrahydrofuran-2-yl)-7-((S)-2-hydroxypropyl)-7,9-dihydro-8H-purin-8-one